cyclopentadiene chromium dichloride [Cl-].[Cl-].[Cr+2].C1=CC=CC1